N-(5-(5-amino-1H-pyrazol-1-yl)-1,3,4-thiadiazol-2-yl)-4-(2-cyano-6-methylphenyl)-3-(2-methoxyethoxy)-2-oxo-2H-pyran-6-carboxamide NC1=CC=NN1C1=NN=C(S1)NC(=O)C1=CC(=C(C(O1)=O)OCCOC)C1=C(C=CC=C1C)C#N